4-((1-([1,1'-biphenyl]-4-ylmethyl)-5-phenyl-1H-indazole-7-carboxamido)methyl)benzoic acid C1(=CC=C(C=C1)CN1N=CC2=CC(=CC(=C12)C(=O)NCC1=CC=C(C(=O)O)C=C1)C1=CC=CC=C1)C1=CC=CC=C1